C(C)(C)(C)OC(=O)N(CCCCS(=O)(=O)O)C.C1(=CC=CC=C1)N1C(=CC2=CC=CC=C12)C1=C(C(=CC=C1)C(C)(C)C)C(C)(C)C N-phenyl-2-(di-tert-butylphenyl)indole 3-[tertbutoxycarbonyl(methyl)amino]propyl-methanesulfonate